4-Bromo-5-chloro-7-[[(2S)-1-methylpyrrolidin-2-yl]methoxy]-1,3-dihydrofuro[3,4-f]quinoline BrC1=C2C(=C3C=CC(=NC3=C1Cl)OC[C@H]1N(CCC1)C)COC2